[Ir]Br.C1=CCCC=CCC1 (1,5-cyclooctadiene) iridium (I) bromide